[Si]([O-])([O-])([O-])[O-].[Mg+2].ClC1=C(OC2=NC=C(C=C2C(=O)NC2=C(C=CC(=C2)S(=O)(=O)C)C)C(F)(F)F)C=CC(=C1)OC(F)(F)F.[Mg+2] 2-[2-chloro-4-(trifluoromethoxy)phenoxy]-N-(2-methyl-5-methylsulfonyl-phenyl)-5-(trifluoromethyl)pyridine-3-carboxamide magnesium silicic acid salt